7-[(8aR)-hexahydropyrrolo[1,2-a]pyrazin-2(1H)-yl]-4H-pyrido[1,2-a]pyrimidin-4-one C1[C@@H]2N(CCN1C=1C=CC=3N(C(C=CN3)=O)C1)CCC2